zinc myristate salt C(CCCCCCCCCCCCC)(=O)[O-].[Zn+2].C(CCCCCCCCCCCCC)(=O)[O-]